C12C=CC(CC1)C2.[Zn] zinc norbornene